N-(3-chloro-5-(methylsulfonamido)phenyl)-4-(3-fluoro-5-isopropoxypyridin-2-yl)thiophene-2-carboxamide ClC=1C=C(C=C(C1)NS(=O)(=O)C)NC(=O)C=1SC=C(C1)C1=NC=C(C=C1F)OC(C)C